BrC1=CC=C(C(=O)C=2C=CC=C3CC(NC23)=O)C=C1 7-(4-bromobenzoyl)-1,3-dihydro-2H-indol-2-one